N-(7-chloro-6-(1-((3R,4R)-4-hydroxy-3-methyltetrahydrofuran-3-yl)piperidin-4-yl)isoquinolin-3-yl)-2-(tetrahydrofuran-2-yl)cyclopropane-1-carboxamide ClC1=C(C=C2C=C(N=CC2=C1)NC(=O)C1C(C1)C1OCCC1)C1CCN(CC1)[C@@]1(COC[C@@H]1O)C